1-(aminomethyl)cyclopropyl alcohol NCC1(CC1)O